Cl[Si]([Si](Cl)(N(CC)CC)N(CC)CC)(N(CC)CC)N(CC)CC 1,2-dichloro-tetrakis(diethylamino)disilane